COC=1C=C(C=CC1[N+](=O)[O-])C1=NOC(=C1)C(=O)N1CCN(CC1)C (3-(3-methoxy-4-nitrophenyl)isoxazol-5-yl)(4-methylpiperazin-1-yl)methanone